FC1=NC=CC(=C1C1CCC(CC1)C=1C(NC2=NC(=CC=C2C1)C)=O)C 3-((1r,4r)-4-(2-fluoro-4-methylpyridin-3-yl)cyclohexyl)-7-methyl-1,8-naphthyridin-2(1H)-one